[PH2](=O)O.NC1=CC=CC=C1 aniline hypophosphite